C(C)(C)(C)OC(=O)N1CC2(C1)CC(C2)CC2=CC(=NN2)C2CC2 6-[(3-cyclopropyl-1H-pyrazol-5-yl)methyl]-2-azaspiro[3.3]heptane-2-carboxylic acid tert-butyl ester